tert-butyl (3-(6,7-difluoro-3-neopentyl-4-oxo-3,4-dihydroquinazolin-2-yl)propyl)(methyl)carbamate FC=1C=C2C(N(C(=NC2=CC1F)CCCN(C(OC(C)(C)C)=O)C)CC(C)(C)C)=O